ClC1=CC=C(C=C1)NC(C1=CC=C(C=C1)C)=O N-(4-chlorophenyl)-4-methylbenzamide